CN1C(=NC=2CN(CCC21)C)C(=O)NC=2C(=C(C=CC2)C=2C(=C(C=NC2)NC(=O)C=2SC=1CN(CCC1N2)C)C)C N-(5-(3-(1,5-dimethyl-4,5,6,7-tetrahydro-1H-imidazo[4,5-c]pyridine-2-carboxamido)-2-methylphenyl)-4-methylpyridin-3-yl)-5-methyl-4,5,6,7-tetrahydrothiazolo[5,4-c]pyridine-2-carboxamide